5-bromo-1-(oxazolidin-2-yl)pyrazolo[3,4-b]Pyridine BrC=1C=C2C(=NC1)N(N=C2)C2OCCN2